NC1CCC(CC1)NC1=NC2=C(C=C(C=C2C=N1)C1=NC=C(C=N1)NS(=O)(=O)C1=C(C=CC=C1)Cl)CC N-(2-(2-(((1r,4r)-4-aminocyclohexyl)amino)-8-ethylquinazolin-6-yl)pyrimidin-5-yl)-2-chloro-benzenesulfonamide